The molecule is an unsaturated fatty acyl-CoA that results from the formal condensation of the thiol group of coenzyme A with the carboxy group of (11Z)-3-oxooctadecenoic acid. It is a 3-oxo-fatty acyl-CoA, a long-chain fatty acyl-CoA and a monounsaturated fatty acyl-CoA. It is a conjugate acid of an (11Z)-3-oxooctadecenoyl-CoA(4-). CCCCCC/C=C\\CCCCCCCC(=O)CC(=O)SCCNC(=O)CCNC(=O)[C@@H](C(C)(C)COP(=O)(O)OP(=O)(O)OC[C@@H]1[C@H]([C@H]([C@@H](O1)N2C=NC3=C(N=CN=C32)N)O)OP(=O)(O)O)O